BrC1=CC=C2C(=CN(C2=C1)CCN(C)C)CCN(C(OC(C)(C)C)=O)S(N(C)C)(=O)=O tert-butyl (2-(6-bromo-1-(2-(dimethylamino)ethyl)-1H-indol-3-yl)ethyl)(N,N-dimethylsulfamoyl)carbamate